NC1=NC(=CC(=C1)N[C@H](CCO)CCC)CC1=CC=C(C=C1)CN1CCN(CC1)C (S)-2-amino-4-((1-hydroxyhexan-3-yl)amino)-6-(4-((4-methylpiperazin-1-yl)methyl)benzyl)pyridine